4-(2-Amino-2-methylpropanoyl)-N-(1-(4-(((trans-4-aminocyclohexyl)amino)methyl)cyclohex-1-en-1-yl)-2-oxo-1,2-dihydropyrimidin-4-yl)piperazine-1-carboxamide hydrochloride salt Cl.NC(C(=O)N1CCN(CC1)C(=O)NC1=NC(N(C=C1)C1=CCC(CC1)CN[C@@H]1CC[C@H](CC1)N)=O)(C)C